[F-].C[S+](SC)C(F)(F)F methyl-trifluoromethyl-(methylthio)sulfonium fluoride